C(C)(C)(C)[PH+](C(C)(C)C)C(C)(C)C tri-tertbutylphosphonium